2,4-difluoro-3-(2-[imidazo[1,5-a]pyridin-7-yl]ethynyl)aniline FC1=C(N)C=CC(=C1C#CC1=CC=2N(C=C1)C=NC2)F